C(=O)[O-].C(CCCCCCC)N1C=[N+](C=C1)CC(CCCC)CC 1-octyl-3-(2-ethylhexyl)imidazolium formate